1-(methyl-d3)hydrazine-1-carboxylic acid tert-butyl ester C(C)(C)(C)OC(=O)N(N)C([2H])([2H])[2H]